(1S,2S)-2-(1H-benzo[d]imidazol-2-yl)-N-((R)-1-oxo-1-((6-(trifluoromethyl)pyridin-3-yl)amino)propan-2-yl)cyclopropane-1-carboxamide N1C(=NC2=C1C=CC=C2)[C@@H]2[C@H](C2)C(=O)N[C@@H](C(NC=2C=NC(=CC2)C(F)(F)F)=O)C